C(C1=CC=CC=C1)OC1=CC=C2C(C=COC2=C1Br)=O 7-(Benzyloxy)-8-bromo-4H-chromen-4-one